N8-(3-chlorophenyl)-N2-(4-methyltetrahydro-2H-pyran-4-yl)-9-(4-(piperidin-1-ylmethyl)cyclohexyl)-9H-purine-2,8-diamine ClC=1C=C(C=CC1)NC=1N(C2=NC(=NC=C2N1)NC1(CCOCC1)C)C1CCC(CC1)CN1CCCCC1